BrC1=CC2=C(OCCN2)C(=N1)C(F)(F)F 7-Bromo-5-(trifluoromethyl)-2,3-dihydro-1H-pyrido[3,4-b][1,4]oxazine